N-(tert-butoxycarbonyl)-D-alanine methyl ester COC([C@H](NC(=O)OC(C)(C)C)C)=O